C(C)C1=C2C(=CC(=CC2=CC=C1F)O)C1=C(C=2N=C(N=C(C2C=N1)N1CC2(CC(C2)F)CCC1)OC[C@]12CCCN2C[C@@H](C1)F)F 5-ethyl-6-fluoro-4-(8-fluoro-4-(2-fluoro-6-azaspiro[3.5]nonan-6-yl)-2-(((2R,7aS)-2-fluorohexahydro-1H-pyrrolizin-7a-yl)methoxy)pyrido[4,3-d]pyrimidin-7-yl)naphthalen-2-ol